ClC=1C=NC(=C(C(=O)NC2CCC(CC2)CN2C(N(C3=C2C=CC=C3)C3COC2=CC=CC=C2C3)=O)C1)C 5-chloro-N-((1r,4r)-4-((3-(chroman-3-yl)-2-oxo-2,3-dihydro-1H-benzo[d]imidazol-1-yl)methyl)cyclohexyl)-2-methylnicotinamide